CC=1C=CC=2N(C3=CC=C(C=C3C2C1)C)C=1C(=NC(=C(C1C1=NC=CC=C1)N1C2=CC=C(C=C2C=2C=C(C=CC12)C1=CC=CC=C1)C1=CC=CC=C1)N1C2=CC=C(C=C2C=2C=C(C=CC12)C)C)N1C2=CC=C(C=C2C=2C=C(C=CC12)C1=CC=CC=C1)C1=CC=CC=C1 9,9'-(3',6'-bis(3,6-dimethyl-9H-carbazol-9-yl)-[2,4'-bipyridine]-2',5'-diyl)bis(3,6-diphenyl-9H-carbazole)